O=C1NC(CCC1NC1=CC(=C(C=C1)N1CCC(CC1)N1CCC(CC1)C(=O)O)F)=O 1-[1-[4-[(2,6-dioxo-3-piperidyl)amino]-2-fluoro-phenyl]-4-piperidyl]piperidine-4-carboxylic acid